Ethyl 1-cyclopropyl-7-(1-((2,4-diaminopyrimidin-5-yl)methyl)indolin-5-yl)-6-fluoro-8-methoxy-4-oxo-1,4-dihydroquinoline-3-carboxylate hydrochloride Cl.C1(CC1)N1C=C(C(C2=CC(=C(C(=C12)OC)C=1C=C2CCN(C2=CC1)CC=1C(=NC(=NC1)N)N)F)=O)C(=O)OCC